C(C)(C)(C)OC(CNC(C1=C(C=C(C(=C1)N1C(N(C(N(C1=O)C)=S)C)=O)F)Cl)=O)=O (2-chloro-5-(3,5-dimethyl-2,6-dioxo-4-thioxo-1,3,5-triazin-1-yl)-4-fluorobenzoyl)glycine tert-butyl ester